C(=O)=[Rh]Cl carbonylrhodium chloride